N-(1-(6-(6-(Difluoromethyl)imidazo[1,2-b]pyridazin-3-yl)pyrimidin-4-yl)pyrrolidin-3-yl)methanesulfonamide FC(C=1C=CC=2N(N1)C(=CN2)C2=CC(=NC=N2)N2CC(CC2)NS(=O)(=O)C)F